3-triethoxysilylpropyl benzothiazolyl tetrasulfide 3-triethoxysilylpropyl-methacrylate rac-tert-butyl-(3S,4S)-3-fluoro-4-hydroxypyrrolidine-1-carboxylate C(C)(C)(C)OC(=O)N1C[C@@H]([C@H](C1)O)F.C(C)O[Si](CCCOC(C(=C)C)=O)(OCC)OCC.S1C(=NC2=C1C=CC=C2)SSSSCCC[Si](OCC)(OCC)OCC |r|